COC(C1=C(C(=CC=C1)F)CBr)=O 2-(bromomethyl)-3-fluorobenzoic acid methyl ester